S1C2=C(C=C1)C=C(C=C2)N(C(CNC2=NC(=CC(=C2C#N)C(F)(F)F)C(F)(F)F)=O)C N-(benzo[b]thiophen-5-yl)-2-((3-cyano-4,6-bis(trifluoromethyl)pyridin-2-yl)amino)-N-methylacetamide